5-(((trans-3-(3-cyclopropyl-4-(1-methyl-1H-imidazol-2-yl)-1H-pyrazol-1-yl)cyclobutyl)methyl)amino)-2-(2,6-dioxopiperidin-3-yl)isoindoline-1,3-dione C1(CC1)C1=NN(C=C1C=1N(C=CN1)C)[C@@H]1C[C@H](C1)CNC=1C=C2C(N(C(C2=CC1)=O)C1C(NC(CC1)=O)=O)=O